4-(4-(4-(3-(diethylamino)prop-1-yn-1-yl)phenyl)-3,6-dihydropyridin-1(2H)-yl)-N-hydroxy-2-methyl-2-(methylsulfonyl)butanamide C(C)N(CC#CC1=CC=C(C=C1)C=1CCN(CC1)CCC(C(=O)NO)(S(=O)(=O)C)C)CC